[Na+].[Na+].[Na+].[Na+].C(CN(CC(=O)[O-])CC(=O)[O-])N(CC(=O)[O-])CC(=O)[O-] (ethylenediaminetetraacetic acid) tetrasodium salt